5-(2,2-bis(aminomethyl)piperazin-1-yl)-2,3-dihydro-1,4-benzodioxine NCC1(N(CCNC1)C1=CC=CC=2OCCOC21)CN